COC1=C(C=C(C=C1)OC)CCN 2-(2,5-dimethoxyphenyl)ethylamine